N,N-diethyl-meta-toluamide C(C)N(C(=O)C=1C=C(C=CC1)C)CC